N(=[N+]=[N-])CC1=CC=C(C=C1)OC 1-azidomethyl-4-methoxy-benzene